3-[2-Amino-3-(3-ethoxy-3-oxo-propoxy)-2-methylpropoxy]propanoate NC(COCCC(=O)[O-])(COCCC(=O)OCC)C